tert-Butyl 3-(4-(3-butyl-5-(diaminomethylene)-2,4,6-trioxotetrahydropyrimidin-1(2H)-yl)piperidin-1-yl)azetidine-1-carboxylate C(CCC)N1C(N(C(C(C1=O)=C(N)N)=O)C1CCN(CC1)C1CN(C1)C(=O)OC(C)(C)C)=O